OCCOC(C1=CC=C(C(=O)OCCO)C=C1)=O.ClC1OC1 2-chlorooxirane Bis(hydroxyethyl)-terephthalat